ethanediol diacetate CC(=O)OCCOC(=O)C